C(=O)=[C] carbonyl-carbon